FC(C1=C(\C=C\2/CN(C\C(\C2=O)=C/C2=C(C=CC=C2)C(F)(F)F)C(CCCC(=O)NC=2SC(=NN2)S)=O)C=CC=C1)(F)F 5-(3,5-Bis((E)-2-trifluoromethylbenzylidene)-4-oxopiperidin-1-yl)-5-oxo-N-(5-sulfanyl-1,3,4-thiadiazol-2-yl)pentanamide